NC1=NC=2C=CC(=CC2C2=C1C=NN2C)C(=O)N([C@@H]2COC1=C2C=CC(=C1)C=1C=NC(=NC1)C)C 4-amino-N,1-dimethyl-N-((3S)-6-(2-methyl-5-pyrimidinyl)-2,3-dihydro-1-benzofuran-3-yl)-1H-pyrazolo[4,3-c]quinoline-8-carboxamide